8-bromo-4-(5-methyloxazol-2-yl)-1,3-dihydro-2H-benzo[b]azepin-2-one BrC=1C=CC2=C(NC(CC(=C2)C=2OC(=CN2)C)=O)C1